NC1=C(C=C(C=N1)C=1C=C2N(N1)CC[C@]21CN(CC1)C(=O)NCC)OCC1=CC(=CC=C1)F |r| (rac)-2'-{6-amino-5-[(3-fluorophenyl)methoxy]pyridin-3-yl}-N-ethyl-5',6'-dihydrospiro[pyrrolidine-3,4'-pyrrolo[1,2-b]pyrazole]-1-carboxamide